5-(cyclopropylethynyl)-4-methylthiazol-2-amine C1(CC1)C#CC1=C(N=C(S1)N)C